((S)-6,8-dichloro-1-methyl-3,4-dihydroisoquinolin-2(1H)-yl)((R)-1,4-oxazepan-2-yl)methanone ClC=1C=C2CCN([C@H](C2=C(C1)Cl)C)C(=O)[C@@H]1OCCCNC1